[Br].C(C1=CC=CC=C1)OC=1C(=CC(=C(C(=O)OC)C1)Br)C methyl 5-(benzyloxy)-2-bromo-4-methylbenzoate bromine